(2,5-dimethoxy-4-(2-nitroprop-1-en-1-yl)phenyl)(pentyl)sulfane 2-dimethylamino-ethyl-methacrylate dimethylsulphate COS(=O)(=O)OC.CN(CCOC(C(=C)C)=O)C.COC1=C(C=C(C(=C1)C=C(C)[N+](=O)[O-])OC)SCCCCC